C(C1=CC=CC=C1)NC(C=CN(C)C1=NC2=C(C(=CC=C2C(=C1)C=1C=NNC1)Cl)Cl)=O N-Benzyl-3-((7,8-Dichloro-4-(1H-Pyrazol-4-Yl)Quinolin-2-Yl)(Methyl)Amino)Propenamide